FC(S(=O)(=O)OCC(CO[Si](C1=CC=CC=C1)(C1=CC=CC=C1)C(C)(C)C)(F)F)(F)F [3-[tert-butyl (diphenyl) silyl] oxy-2,2-difluoropropyl] trifluoromethanesulfonate